(1R,2R)-2-(pyridin-2-yldisulfaneyl)cyclopentan-1-ol N1=C(C=CC=C1)SS[C@H]1[C@@H](CCC1)O